3-(2,5-difluorophenoxy)-N-(3-(N,S-dimethylsulfonimidoyl)phenyl)-6-(trifluoromethyl)pyridazine-4-carboxamide FC1=C(OC=2N=NC(=CC2C(=O)NC2=CC(=CC=C2)S(=O)(=NC)C)C(F)(F)F)C=C(C=C1)F